ClC=1C(=NC(=NC1)N[C@H]1CN(CC1)CCC1CCN(CC1)CC1CN(CCC1)C=1C=C2CN(CC2=CC1)C1C(NC(CC1)=O)=O)C1=CNC2=CC=CC=C12 5-(3-((4-(2-((R)-3-((5-chloro-4-(1H-indol-3-yl)pyrimidin-2-yl)amino)pyrrolidine-1-yl)ethyl)piperidin-1-yl)methyl)piperidin-1-yl)-2-(2,6-dioxopiperidin-3-yl)isoindoline